O[C@@H]1[C@H](O[C@H]([C@@H]1O)N1C2=NC(=NC(=C2N=C1)NCC1=NC=CC(=C1)C)C=1C=NC=C(C1)C)C(=O)NCC(F)(F)F (2S,3S,4R,5R)-3,4-dihydroxyl-5-(6-(((4-methylpyridin-2-yl)methyl)amino)-2-(5-methylpyridin-3-yl)-9H-purin-9-yl)-N-(2,2,2-trifluoroethyl)tetrahydrofuran-2-formamide